methyl 7-bromo-4-(2-ethoxy-2-oxo-ethyl)-2,3-dihydrothieno[3,4-b][1,4]oxazine-5-carboxylate BrC=1SC(=C2C1OCCN2CC(=O)OCC)C(=O)OC